COC1=CC(=CC2=CC=CC=C12)NC1=NC=C(C(=N1)NC=1C=CC2=C(NC(O2)=O)C1)C 5-[2-(4-Methoxy-naphthalen-2-ylamino)-5-methyl-pyrimidin-4-ylamino]-3H-benzooxazol-2-one